N-(2-((4-(3-cyanophenyl)thiazol-2-yl)amino)-2-oxoethyl)-1-(2-cyanoprop-2-yl)-1H-pyrrole-3-carboxamide C(#N)C=1C=C(C=CC1)C=1N=C(SC1)NC(CNC(=O)C1=CN(C=C1)C(C)(C)C#N)=O